2-(4-fluorophenyl)-4,5-dihydroimidazole FC1=CC=C(C=C1)C=1NCCN1